NC=1C(=CC(=NC1Cl)C1=NC(=NC(=N1)N[C@H](C)C1CC1)N[C@H](C)C1CC1)F 6-(5-amino-6-chloro-4-fluoropyridin-2-yl)-N2,N4-bis((R)-1-cyclopropylethyl)-1,3,5-triazine-2,4-diamine